C1(=CC=CC=C1)N(C(CC1(CCN(CC1)C(N(C)C1=CC=C(C=C1)F)=O)C(=O)O)=O)C1=CC=CC=C1 4-(2-(diphenylamino)-2-oxoethyl)-1-((4-fluorophenyl)(methyl)carbamoyl)piperidine-4-carboxylic acid